N-(1-((2-(azetidin-1-yl)pyrimidin-5-yl)methyl)-1H-pyrazol-4-yl)-6-(3-chloro-2-fluoro-6-(methylsulfinyl)phenyl)pyrazine-2-carboxamide N1(CCC1)C1=NC=C(C=N1)CN1N=CC(=C1)NC(=O)C1=NC(=CN=C1)C1=C(C(=CC=C1S(=O)C)Cl)F